cis-3-[(3-chloro-4-fluorobenzyl)oxy]-N-{2-fluoro-3-[6-oxo-4-(trifluoromethyl)-1,6-dihydropyrimidine-2-yl]-4-(trifluoromethyl)benzyl}cyclobutane-1-carboxamide ClC=1C=C(CO[C@H]2C[C@H](C2)C(=O)NCC2=C(C(=C(C=C2)C(F)(F)F)C=2NC(C=C(N2)C(F)(F)F)=O)F)C=CC1F